C(C1=CC=CC=C1)OC(=O)N1CCC(CC1)N1N=C(C=2CN(CCC21)C(=O)OC(C)(C)C)I tert-butyl 1-(1-benzyloxycarbonyl-4-piperidyl)-3-iodo-6,7-dihydro-4H-pyrazolo[4,3-c]pyridine-5-carboxylate